N-(1'-(2-(1,1-difluoroethyl)-6-(1-(2-morpholinoethyl)-1H-pyrazol-4-yl)pyrimidin-4-yl)-1',2'-dihydrospiro[cyclopropane-1,3'-pyrrolo[3,2-c]pyridin]-6'-yl)acetamide FC(C)(F)C1=NC(=CC(=N1)N1CC2(C=3C=NC(=CC31)NC(C)=O)CC2)C=2C=NN(C2)CCN2CCOCC2